(3-bromo-2-fluoro-phenyl)carbamate BrC=1C(=C(C=CC1)NC([O-])=O)F